4-cyano-3-[(4-cyano-2-methyl-benzoyl)amino]-N-[2,6-dichloro-4-[1,2,2,3,3,3-hexafluoro-1-(trifluoromethyl)-propyl]phenyl]-2-fluoro-benzamide C(#N)C1=C(C(=C(C(=O)NC2=C(C=C(C=C2Cl)C(C(C(F)(F)F)(F)F)(C(F)(F)F)F)Cl)C=C1)F)NC(C1=C(C=C(C=C1)C#N)C)=O